(E)-1-(3-ethyl-4-(hydroxymethyl)phenyl)ethan-1-one-O-(4-cyclopentyl-3-(trifluoromethyl)benzyl) oxime C1(CCCC1)C1=C(C=C(CO\N=C(/C)\C2=CC(=C(C=C2)CO)CC)C=C1)C(F)(F)F